tert-butyl (R)-4-(4-((4-([1,2,4]triazolo[1,5-a]pyridin-7-ylmethyl)-3-methylphenyl)amino)pyrido[3,2-d]pyrimidin-6-yl)-2-methylpiperazine-1-carboxylate N=1C=NN2C1C=C(C=C2)CC2=C(C=C(C=C2)NC=2C1=C(N=CN2)C=CC(=N1)N1C[C@H](N(CC1)C(=O)OC(C)(C)C)C)C